OC(=O)C(F)(F)F.N1(N=NC=C1)C[C@@H]1C[C@H](CN1)NC(=O)C=1OC(=CN1)C1=C(C=CC=C1)C1CC1 N-((3R,5S)-5-((1H-1,2,3-triazol-1-yl)methyl)pyrrolidin-3-yl)-5-(2-cyclopropylphenyl)oxazole-2-carboxamide TFA salt